FC(C1=NC(=NO1)C1=CC=C(C=C1)N1N=CC(=C1)CNS(=O)(=O)CC)(F)F N-((1-(4-(5-(trifluoromethyl)-1,2,4-oxadiazol-3-yl)phenyl)-1H-pyrazol-4-yl)methyl)ethanesulfonamide